2-chloro-N-(5-((E)-2-(2-(((1r,4r)-4-(dimethylamino)cyclohexyl)amino)pyrimidin-5-yl)vinyl)-6-methoxypyridin-2-yl)-4-fluorobenzenesulfonamide ClC1=C(C=CC(=C1)F)S(=O)(=O)NC1=NC(=C(C=C1)\C=C\C=1C=NC(=NC1)NC1CCC(CC1)N(C)C)OC